C(C1=CC=CC=C1)N1CC(N(CC1)CC1CC(C1)OC)C=1C=C2C=NN(C2=CC1C)C1=CC=C(C=C1)F 5-(4-benzyl-1-((3-methoxycyclobutyl)methyl)piperazin-2-yl)-1-(4-fluorophenyl)-6-methyl-1H-indazole